7-[(2R,3S)-2-methyloxetan-3-yl]-2-[(1-methyl-3-propan-2-yloxypyrazol-4-yl)amino]pyrrolo[2,3-d]pyrimidine-6-carbonitrile C[C@H]1OC[C@@H]1N1C(=CC2=C1N=C(N=C2)NC=2C(=NN(C2)C)OC(C)C)C#N